(2,6-dioxopiperidin-3-yl)-4-mercaptoisoindoline-1,3-dione O=C1NC(CCC1N1C(C2=CC=CC(=C2C1=O)S)=O)=O